COCC1=C(C=CC=C1)C#CC1CNC1 3-[2-[2-(Methoxymethyl)phenyl]ethynyl]azetidine